COCC1=C(C=CC=C1C)N1N=NNC1=O 4-[2-(methoxymethyl)-3-methylphenyl]-1H-tetrazol-5-one